4-(1-((2-((6-azaspiro[3.4]octan-6-yl)methyl)-1H-indol-6-yl)methyl)-1H-1,2,3-triazol-4-yl)-1H-indazol-6-amine C1CCC12CN(CC2)CC=2NC1=CC(=CC=C1C2)CN2N=NC(=C2)C2=C1C=NNC1=CC(=C2)N